FC(C(=O)O)(F)F.N1CC(C1)C=CC1=CN=C(S1)C(F)(F)F 5-[2-(azetidin-3-yl)ethenyl]-2-(trifluoromethyl)-1,3-thiazole 2,2,2-trifluoroacetate